CC1N(CC(NC1)C)C(C=C)=O 2,5-dimethylpiperazin-1-yl-prop-2-en-1-one